N=1C=NN2C1C=C(C=C2)OC2=CC(=C(C=C2C)NC2=NC=NC1=CC(=C(C=C21)NC(\C=C\[C@@H]2NCCC2)=O)OC)OC (R,E)-N-(4-((4-([1,2,4]triazolo[1,5-a]pyridin-7-yloxy)-2-methoxy-5-methylphenyl)amino)-7-methoxyquinazolin-6-yl)-3-(pyrrolidin-2-yl)acrylamide